silanetriol arginine salt N[C@@H](CCCNC(N)=N)C(=O)O.[SiH](O)(O)O